FC(CN1N=C2N(C(N(CC2=C1)C1CCN(CC1)C1=C(C=CC=C1C)F)=O)CC1=C(C=CC=C1)C(F)(F)F)F 2-(2,2-Difluoro-ethyl)-5-[1-(2-fluoro-6-methyl-phenyl)-piperidin-4-yl]-7-(2-trifluoromethyl-benzyl)-2,4,5,7-tetrahydro-pyrazolo[3,4-d]pyrimidin-6-on